(R)-2-amino-N,4-dimethylpent-4-enamide N[C@@H](C(=O)NC)CC(=C)C